BrC1=C(C(=O)O)C=CC=C1 2-Bromobenzoic acid